FC1=CC=C(C=C1)C1=CC=C(C=C1)N1C(C[C@H](C1)N1CCN(CC1)C(=O)C=1OC=CC1)=O (R)-1-(4'-Fluoro-[1,1'-biphenyl]-4-yl)-4-(4-(furan-2-carbonyl)piperazin-1-yl)pyrrolidin-2-one